[Cl-].COC1=CC=C(C=C1)[C@@H]1NC(N[C@H]1C1=CC=C(C=C1)OC)=NC=1N([C@H]([C@@H]([N+]1CC1=CC(=C(C(=C1)C(C)(C)C)OC)C(C)(C)C)C1=CC=CC=C1)C1=CC=CC=C1)CC1=CC(=C(C(=C1)C(C)(C)C)OC)C(C)(C)C (4S,5S)-2-(((4S,5S)-4,5-bis(4-methoxyphenyl)imidazolidin-2-ylidene)amino)-1,3-bis(3,5-di-tert-butyl-4-methoxybenzyl)-4,5-diphenyl-4,5-dihydro-1H-imidazol-3-ium chloride